C(C=C)(=O)N1C[C@@H](N(CC1)C1=NCN2C3=C(C(=C(C=C13)C(F)(F)F)C1=C(C=C(C=C1)F)F)SC[C@@H]2CN2CCN(CC2)CC)C (3S)-7-((S)-4-acryloyl-2-methylpiperazin-1-yl)-10-(2,4-difluorophenyl)-3-((4-ethylpiperazin-1-yl)methyl)-9-(trifluoromethyl)-2H-[1,4]thiazino[2,3,4-ij]quinazolin